C(C=C)(=O)NCCC[N+](C)(C)C.C(C(=C)C)(=O)CN(C)CC methacryloylethyl-dimethyl-amine, acrylamidopropyl-trimethyl-ammonium salt